N1=C(C=CC=C1)N1N=CC(=C1)C(=O)O 1-(2-pyridinyl)pyrazole-4-carboxylic acid